4,9-dichloro-6-((4,6-dimethyl-2-oxo-1,2-dihydropyridin-3-yl)methyl)-2-(4-(dimethyl-amino)bicyclo[2.2.2]octan-1-yl)-2-methyl-7,8-dihydro-[1,3]dioxolo[4,5-g]isoquinolin-5(6H)-one ClC1=C2C(=C(C=3CCN(C(C13)=O)CC=1C(NC(=CC1C)C)=O)Cl)OC(O2)(C)C21CCC(CC2)(CC1)N(C)C